(1S,4S)-4-((4-methoxy-5-(2-methyl-1-(2,2,2-trifluoroethyl)-1H-benzo[d]imidazol-6-yl)pyrrolo[2,1-f][1,2,4]triazin-2-yl)amino)-1-methylcyclohexan-1-ol COC1=NC(=NN2C1=C(C=C2)C=2C=CC1=C(N(C(=N1)C)CC(F)(F)F)C2)NC2CCC(CC2)(O)C